NC1=CC=C(C(=N1)[C@H]1CCC=2C(=NC=NC2C1)N1CCN(CC1)C(C=C)=O)C(F)(F)F (S)-1-(4-(7-(6-amino-3-(trifluoromethyl)pyridin-2-yl)-5,6,7,8-tetrahydroquinazolin-4-yl)piperazin-1-yl)prop-2-en-1-one